C1(=CC=CC=C1)C([C@@H]1NCCC1)(O[Si](C)(C)C)C1=CC=CC=C1 (2R)-2-(diphenyl((trimethylsilyl)oxy)methyl)pyrrolidine